ClC(C1=NC(=NO1)C1=CC=C(CP(NC2=CC(=CC=C2)F)(=O)C)C=C1)(F)F P-(4-(5-(chlorodifluoromethyl)-1,2,4-oxadiazol-3-yl)benzyl)-N-(3-fluorophenyl)-P-methylphosphinic amide